4-(6-(4-benzylpiperazin-1-yl)pyridin-3-yl)-6-(1-methyl-1H-pyrazol-4-yl)pyrazolo[1,5-a]pyrazine-3-carbonitrile C(C1=CC=CC=C1)N1CCN(CC1)C1=CC=C(C=N1)C=1C=2N(C=C(N1)C=1C=NN(C1)C)N=CC2C#N